C12(CC3CC(CC(C1)C3)C2)CN2N=CC(=C2C)C2=C(N=C(S2)N(C)C=2N=NC(=C(C2)C)NC=2SC3=C(N2)C=CC=C3)C(=O)O 5-{1-[(Adamantan-1-yl)methyl]-5-methyl-1H-pyrazol-4-yl}-2-({6-[(1,3-benzothiazol-2-yl)amino]-5-methylpyridazin-3-yl}(methyl)amino)-1,3-thiazole-4-carboxylic acid